2-butyl-1-(3-((4-(pyridin-4-yl)piperidin-1-yl)methyl)benzyl)-1H-imidazo[4,5-d]thieno[3,2-b]pyridin-4-amine C(CCC)C1=NC=2C(=C3C(=NC2N)C=CS3)N1CC1=CC(=CC=C1)CN1CCC(CC1)C1=CC=NC=C1